NC1=C(C=CC=C1)SCC=CCSC1=C(N)C=CC=C1 2-((4-[(2-aminophenyl)thio]but-2-enyl)thio)aniline